FC=1N=CN(C1C(=O)O)[C@H](C)C1=C(C(=C(C(=C1[2H])[2H])[2H])[2H])[2H] (R)-4-fluoro-1-(1-(phenyl-d5)ethyl)-1H-imidazole-5-carboxylic acid